C(C)OCCN(CC(C(C)(C)C)=O)CCOCC 1-(bis(2-ethoxyethyl)amino)-3,3-dimethylbutan-2-one